CN(C1(CC1)C1(CN(CC1)C(=O)OC(C)(C)C)OC)C tert-butyl 3-(1-(dimethylamino)cyclopropyl)-3-methoxypyrrolidine-1-carboxylate